methyl 4-amino-1-(4-(1-hydroxypropyl)phenyl)-2-oxo-7-(trifluoromethyl)-1,2-dihydro-1,8-naphthyridine-3-carboxylate NC1=C(C(N(C2=NC(=CC=C12)C(F)(F)F)C1=CC=C(C=C1)C(CC)O)=O)C(=O)OC